(S)-N-(4-((3-chloro-4-fluorophenyl)amino)-7-((tetrahydrofuran-3-yl)oxy)quinazolin-6-yl)-2,3,4,5-tetrafluoro-6-(methylsulfonyl)benzamide ClC=1C=C(C=CC1F)NC1=NC=NC2=CC(=C(C=C12)NC(C1=C(C(=C(C(=C1S(=O)(=O)C)F)F)F)F)=O)O[C@@H]1COCC1